FC1=NC=CC(=C1)NC=1C=C(C=CC1)NC(C1=CC(=CC=C1)NC1=CC=NC2=CC=C(C=C12)F)=O N-(3-(2-fluoropyridin-4-ylamino)phenyl)-3-(6-fluoroquinolin-4-ylamino)benzamide